5-methoxy-2-phenyl-6-(piperidine-1-carbonyl)benzofuran-3-carboxylic acid ethyl ester C(C)OC(=O)C1=C(OC2=C1C=C(C(=C2)C(=O)N2CCCCC2)OC)C2=CC=CC=C2